2-[(4-{6-[(4-chloro-2-fluorobenzyl)oxy]pyridin-2-yl}piperidin-1-yl)methyl]-1-[2-(3-methyl-1,2,4-oxadiazol-5-yl)ethyl]-1H-benzimidazole-6-carboxylic acid ClC1=CC(=C(COC2=CC=CC(=N2)C2CCN(CC2)CC2=NC3=C(N2CCC2=NC(=NO2)C)C=C(C=C3)C(=O)O)C=C1)F